7-BENZYLOXYINDOLE-3-CARBALDEHYDE C(C1=CC=CC=C1)OC=1C=CC=C2C(=CNC12)C=O